6-(3-(dimethylamino)azetidin-1-yl)-N-((1,2,3,5,6,7-hexahydro-s-indacen-4-yl)carbamoyl)-6,7-dihydro-5H-pyrazolo[5,1-b][1,3]oxazine-3-sulfonimidamide CN(C1CN(C1)C1CN2C(OC1)=C(C=N2)S(=O)(NC(NC2=C1CCCC1=CC=1CCCC21)=O)=N)C